C1(=CC=CC=C1)S(=O)(=O)NC=1C=C(C=CC1)CCCCCOC1=C(C=CC=C1)CCC(=O)O 3-[2-[5-[3-(Benzenesulfonamido)phenyl]pentoxy]phenyl]propanoic acid